O[C@@H](CNC(C#CC1=CC(=C(C=C1)C1=CC=CC=C1)C=O)=O)CO N-[(2S)-2,3-dihydroxypropyl]-3-(2-formyl[1,1'-biphenyl]-4-yl)prop-2-ynamide